CC1=C(C=NC=C1)NC(=O)C1CCC1 N-(4-methylpyridin-3-yl)cyclobutanecarboxamide